N-methyl-1-(4-(methylsulfonyl)morpholin-2-yl)methanamine CNCC1CN(CCO1)S(=O)(=O)C